3-hydroxy-2-methyl-2-({2-methyl-5-[(oxetan-3-yl)methoxy]-2H-indazol-3-yl}formamido)propanamide OCC(C(=O)N)(NC(=O)C=1N(N=C2C=CC(=CC12)OCC1COC1)C)C